methionat S(=O)(=O)([O-])CS(=O)(=O)[O-]